CC(=O)O methylformic acid